methyl (2S,4R)-1-(7,8-dichloro-4-(1H-imidazol-1-yl) quinolin-2-yl)-4-hydroxypyrrolidine-2-carboxylate ClC1=CC=C2C(=CC(=NC2=C1Cl)N1[C@@H](C[C@H](C1)O)C(=O)OC)N1C=NC=C1